N-(2-((2,5-dichloropyrimidin-4-yl)amino)-6-methylphenyl)acetamide ClC1=NC=C(C(=N1)NC1=C(C(=CC=C1)C)NC(C)=O)Cl